C(C)(C)C=1C(=NC2=CC=CC=C2N1)C=1C=C2CN(C(C2=CC1)=O)C1C(NC(CC1)=O)=O 3-(5-(3-isopropylquinoxalin-2-yl)-1-oxoisoindolin-2-yl)piperidine-2,6-dione